FC=1C=C(C=C(C1)OC)[C@@H](CO)NC([C@@H](C)N1C(C=2N(CC1)C=C(C2)C2=NC(=NC=C2C)NC2=CC=NN2C)=O)=O (R)-N-((S)-1-(3-Fluoro-5-methoxyphenyl)-2-hydroxyethyl)-2-(7-(5-methyl-2-((1-methyl-1H-pyrazol-5-yl)amino)pyrimidin-4-yl)-1-oxo-3,4-dihydropyrrolo[1,2-a]pyrazin-2(1H)-yl)propanamide